4-(hydroxymethyl-phosphono)-2-hydroxybutyric acid OCOP(=O)(O)CCC(C(=O)O)O